CP(=O)(C)C1=C2C(=NC=C1)C(=NN2C2CN(C2)C(C(=C)F)=O)C2=CC=C(C=C2)C(F)(F)F 1-(3-(7-(dimethylphosphoryl)-3-(4-(trifluoromethyl)phenyl)-1H-pyrazolo[4,3-b]pyridin-1-yl)azetidin-1-yl)-2-fluoroprop-2-en-1-one